(R)-N-(3,3-difluorocyclopentyl)-5,6-dihydrobenzo[f]imidazo[1,5-d][1,4]oxazepine-10-carboxamide FC1(C[C@@H](CC1)NC(=O)C=1C=CC2=C(C=3N(CCO2)C=NC3)C1)F